C1(C=CC(N1CCCC(=O)OC1(C(=O)NC(C1)=O)S(=O)(=O)O)=O)=O maleimidobutyryl-oxysulphosuccinimide